C(CN1CC(CC1=O)C(=O)O)N1CC(CC1=O)C(=O)O 1,1'-ethylenebis(5-oxo-3-pyrrolidinecarboxylic acid)